2-(2,6-dioxo-piperidin-3-yl)-4-{[1-(1-phenyl-azetidin-3-yl)-1H-pyrazol-4-ylmethyl]-amino}-isoindole-1,3-Dione O=C1NC(CCC1N1C(C2=CC=CC(=C2C1=O)NCC=1C=NN(C1)C1CN(C1)C1=CC=CC=C1)=O)=O